5-(2-(4'-ethyl-[1,1'-biphenyl]-4-yl)ethyl)bicyclo[2.2.1]hept-2-ene C(C)C1=CC=C(C=C1)C1=CC=C(C=C1)CCC1C2C=CC(C1)C2